ClC=1C=C2C(=NC(=NC2=C(C1C1=C2C=NNC2=CC=C1C)F)OC[C@H]1N(CCC1)C)N1CC2CCC(C1)N2 6-chloro-4-{3,8-diazabicyclo[3.2.1]octan-3-yl}-8-fluoro-7-(5-methyl-1H-indazol-4-yl)-2-{[(2S)-1-methylpyrrolidin-2-yl]methoxy}quinazoline